tert-butyl (E)-7-(5-chloro-2-(2-(5-cyano-6-(3-hydroxyprop-1-en-1-yl)-2-methyl-4-oxopyrido[3,4-d]pyrimidin-3(4H)-yl)ethoxy)phenyl)thieno[3,2-b]pyridine-3-carboxylate ClC=1C=CC(=C(C1)C1=C2C(=NC=C1)C(=CS2)C(=O)OC(C)(C)C)OCCN2C(=NC1=C(C2=O)C(=C(N=C1)\C=C\CO)C#N)C